ClC1=CC=2N(C=C1)C(=C(N2)COC2OCCCC2)CO (7-chloro-2-(((tetrahydro-2H-pyran-2-yl)oxy)methyl)imidazo[1,2-a]pyridin-3-yl)methanol